ClC1=NN(C=C1)[C@H]1C2(CC1C2)C(=O)OCCC |r| (±)-Propyl 2-(3-chloro-1H-pyrazol-1-yl)bicyclo[1.1.1]pentane-1-carboxylate